N'-(phenyl)-4-[5-(trifluoromethyl)-1,2,4-oxadiazol-3-yl]benzoyl-hydrazine C1(=CC=CC=C1)NNC(C1=CC=C(C=C1)C1=NOC(=N1)C(F)(F)F)=O